C(N)(=O)C=1SC(=CN1)COC1=CC=CC(=N1)C1=CC(=C(C=C1F)CC=1N(C2=C(N1)C=CC(=C2)C(=O)O)C[C@H]2OCC2)F 2-[[4-[6-[(2-carbamoylthiazol-5-yl)methoxy]-2-pyridyl]-2,5-difluoro-phenyl]methyl]-3-[[(2S)-oxetan-2-yl]methyl]benzimidazole-5-carboxylic acid